2,4-dichloro-6-t-octylamino-s-triazine ClC1=NC(=NC(=N1)Cl)NC(C)(C)CC(C)(C)C